C(OC1=CC=C2C3=C1O[C@@H]1[C@]34CCN(C([C@@]4(CCC1=O)O)C2)CC2CC2)(OCCCCCCCCCC)=O (4aS,7aR,12bS)-3-(cyclopropylmethyl)-4a-hydroxy-7-oxo-2,3,4,4a,5,6,7,7a-octahydro-1H-4,12-methanobenzofuro[3,2-e]isoquinolin-9-yl decyl carbonate